2-nitro-benzamide [N+](=O)([O-])C1=C(C(=O)N)C=CC=C1